2,6-dichloro-9-methacryloyloxy-10-hydroxy-1,2,3,4-tetrahydroanthracene ClC1CC2=C(C3=CC=C(C=C3C(=C2CC1)O)Cl)OC(C(=C)C)=O